C1C(CC12CCNCC2)SC=2C=C1CN(C(C1=CC2)=O)C2C(NC(CC2)=O)=O 3-(5-((7-azaspiro[3.5]nonan-2-yl)thio)-1-oxoisoindolin-2-yl)piperidine-2,6-dione